Naphthalene-3-amine C1=CC(=CC2=CC=CC=C12)N